2-(((2R,3S,4R,5R)-5-(2-chloro-6-(cyclopentylamino)-9H-purin-9-yl)-3-ethynyl-3,4-dihydroxytetrahydrofuran-2-yl)methoxy)-2-(benzenesulfonyl)acetic acid ClC1=NC(=C2N=CN(C2=N1)[C@H]1[C@@H]([C@@]([C@H](O1)COC(C(=O)O)S(=O)(=O)C1=CC=CC=C1)(O)C#C)O)NC1CCCC1